(3S)-3-{[(1R,2S,5S)-3-(4-methoxy-1H-indole-2-carbonyl)-6,6-dimethyl-3-azabicyclo[3.1.0]hexan-2-yl]formamido}-2-oxo-4-[(3S)-2-oxopyrrolidin-3-yl]butanamide COC1=C2C=C(NC2=CC=C1)C(=O)N1[C@@H]([C@H]2C([C@H]2C1)(C)C)C(=O)N[C@H](C(C(=O)N)=O)C[C@H]1C(NCC1)=O